OC1(CCN(CC1)C=1C=CC2=C(SC(=C2)C(=O)OCC)C1)C Ethyl 6-(4-hydroxy-4-methylpiperidin-1-yl)benzo[b]thiophene-2-carboxylate